7-(difluoromethyl)-8-methyl-6-oxo-5H-1,5-naphthyridine-3-carboxylic acid methyl ester COC(=O)C=1C=NC=2C(=C(C(NC2C1)=O)C(F)F)C